2-([1,1'-biphenyl]-2-yl-(benzyl)amino)-2-oxoacetic acid C1(=C(C=CC=C1)N(C(C(=O)O)=O)CC1=CC=CC=C1)C1=CC=CC=C1